2-bromo-5-chloro-3-nitrobenzonitrile BrC1=C(C#N)C=C(C=C1[N+](=O)[O-])Cl